N-(4-(4-Bromophenyl)thiazol-2-yl)-2-((cyclopentyloxy)amino)-4-fluorobenzamide BrC1=CC=C(C=C1)C=1N=C(SC1)NC(C1=C(C=C(C=C1)F)NOC1CCCC1)=O